BrC=1C=NC(=NC1)OC1=C(C(=CC=C1)Cl)F 5-bromo-2-(3-chloro-2-fluoro-phenoxy)pyrimidine